ClCC=1OC2=C(N1)C=CC(=C2)[N+](=O)[O-] 2-(chloromethyl)-6-nitrobenzo[d]oxazole